4-(nitrosoamino)methylphenoxybutyric acid methyl ester COC(C(CC)OC1=CC=C(C=C1)CNN=O)=O